di(2-ethyl) hexyl phosphate P(=O)(OCC)(OCC)OCCCCCC